(S)-2,5-diaminovaleric acid (S)-2-aminobutyrate N[C@H](C(=O)O)CC.N[C@H](C(=O)O)CCCN